C(C1=CC=CC=C1)OC(=O)NCC#CC=1C=NN(C1C(=O)OC)C Methyl 4-(3-{[(benzyloxy)carbonyl]amino}prop-1-yn-1-yl)-1-methyl-1H-pyrazole-5-carboxylate